tantalum silicon telluride [Si]=[Te].[Ta]